CC=1C=C(C=CC1NC1=NNC(=C1)C1=CC=C(C=C1)C=1C(=NNC1)C(F)(F)F)NC(OC)=O methyl (3-methyl-4-((5-(4-(3-(trifluoromethyl)-1H-pyrazol-4-yl)phenyl)-1H-pyrazol-3-yl)amino)phenyl)carbamat